C[N+](CCCCCC[N+](CC1=CC=C(C=C1)C=C)(C)C)(CC1=CC=C(C=C1)C=C)C N1,N1,N6,N6-tetramethyl-N1,N6-bis(4-vinylbenzyl)hexane-1,6-diaminium